ClC1=NC(=CC=C1C(=O)NS(=O)(=O)C1=NN(C=C1)CCCCC1CC(N(C1)C(=O)OC(C)(C)C)(C)C)N1N=C(C=C1)OCCC1(CC1)C(F)(F)F tert-Butyl 4-[4-[3-[[2-chloro-6-[3-[2-[1-(trifluoromethyl)cyclopropyl]ethoxy] pyrazol-1-yl]pyridine-3-carbonyl]sulfamoyl]pyrazol-1-yl]butyl]-2,2-dimethyl-pyrrolidine-1-carboxylate